2-(8-bromooctoxy)isoindoline-1,3-dione BrCCCCCCCCON1C(C2=CC=CC=C2C1=O)=O